BrC=1C=2N(C(=NC1)Cl)C=C(N2)C(=O)[O-] 8-bromo-5-chloro-imidazo[1,2-c]pyrimidine-2-carboxylate